BrC1=NC=CC(=C1)NC(=O)[C@H]1N([C@@H]2C[C@@H]2C1)C(=O)OC(C)(C)C tert-butyl (1r,3s,5r)-3-((2-bromopyridin-4-yl) carbamoyl)-2-azabicyclo[3.1.0]hexane-2-carboxylate